N(=[N+]=[N-])[C@@H]1C[C@@H]([C@H](OC1SC1=CC=C(C=C1)C)C=O)OCC1=CC=CC=C1 (2S,3S,5R)-5-azido-3-benzyloxy-6-(p-tolylsulfanyl)tetrahydropyran-2-carbaldehyde